ClC1=CC=C2C(=NC=3N(C2=C1)C=NN3)N(C)C3=C(C(=O)N(C1=CC=CC=C1)C)C=CC=C3 ((8-chloro-[1,2,4]triazolo[4,3-a]quinazolin-5-yl)(methyl)amino)-N-methyl-N-phenylbenzamide